7-[2-(3-amino-oxetan-3-yl)-ethoxy]-imidazo[1,2-a]pyridin NC1(COC1)CCOC1=CC=2N(C=C1)C=CN2